tert-butyl (2S,6S)-2,6-dimethyl-4-[3-(2-trimethylsilylethoxymethyl)-benzotriazol-4-yl]piperazine-1-carboxylate C[C@@H]1N([C@H](CN(C1)C1=CC=CC=2N=NN(C21)COCC[Si](C)(C)C)C)C(=O)OC(C)(C)C